3-(BUT-2-YN-1-YLOXY)BENZALDEHYDE C(C#CC)OC=1C=C(C=O)C=CC1